C1(CCCC1)C(=O)N1CC2CCC(CC1)N2CC2=C(N=C1N2C=CC=N1)C1=CC=C(C=C1)C(C)C cyclopentyl-[9-{[2-(4-isopropylphenyl)imidazo[1,2-a]pyrimidin-3-yl]methyl}-3,9-diazabicyclo[4.2.1]non-3-yl]methanone